lead-germanium sulfur methyl 7-bromo-3-methyl-2H-benzofuran-3-carboxylate BrC1=CC=CC=2C(COC21)(C(=O)OC)C.[S].[Ge].[Pb]